(1r,4r)-4-((2-amino-5-bromo-3-fluorophenyl)amino)cyclohexanol Methyl-7-((6-methoxy-2-(2-methylbenzoyl)benzo[b]thiophen-3-yl)oxy)quinoline-3-carboxylate CC1=NC2=CC(=CC=C2C=C1C(=O)OC1CCC(CC1)NC1=C(C(=CC(=C1)Br)F)N)OC=1C2=C(SC1C(C1=C(C=CC=C1)C)=O)C=C(C=C2)OC